tert-butyl 4-(6-(8-fluoro-2-methylimidazo[1,2-a]pyridin-6-yl)-1-oxoisoquinolin-2(1H)-yl)piperidine-1-carboxylate FC=1C=2N(C=C(C1)C=1C=C3C=CN(C(C3=CC1)=O)C1CCN(CC1)C(=O)OC(C)(C)C)C=C(N2)C